NC1=C2N(C(N(C2=NC(=N1)S(=O)(=O)CC)CC1=CC=C(C=C1)Br)=O)C(=O)N(CCC)C 6-amino-9-[(4-bromophenyl)methyl]-2-(ethylsulphonyl)-N-methyl-8-oxo-N-propyl-purine-7-carboxamide